[Na].C=CC1=C(C2=CC=CC=C2C=C1C)S(=O)(=O)O methylenebismethyl-naphthalenesulfonic acid sodium